C1(CCC1)OC=1C=C2C(OC(C2=C(C1)C(F)(F)F)=O)O 5-cyclobutoxy-3-hydroxy-7-(trifluoromethyl)isobenzofuran-1(3H)-one